O=C1NC(CCC1NC=1C=CC(=NC1)C1CCN(CC1)CC1=CC=C(C=C1)C=1C=C2C(=NC=NN2C1)C1=CC(=C(CNC(OC(C)(C)C)=O)C=C1)F)=O tert-butyl (4-(6-(4-((4-(5-((2,6-dioxopiperidin-3-yl)amino)pyridin-2-yl)piperidin-1-yl)methyl)phenyl)pyrrolo[2,1-f][1,2,4]triazin-4-yl)-2-fluorobenzyl)carbamate